FC1=C(C=CC=C1)N1CCN(C2=CC=CC=C12)C(=O)NC[C@@H]1CN(CC1)C(=O)OC(C)(C)C tert-butyl (R)-3-((4-(2-fluorophenyl)-1,2,3,4-tetrahydroquinoxaline-1-carboxamido)methyl)pyrrolidine-1-carboxylate